2-(4-(2,6-Dioxopiperidin-3-yl)-3-fluorophenyl)acetaldehyde O=C1NC(CCC1C1=C(C=C(C=C1)CC=O)F)=O